Cl.OC1[C@H](N)[C@@H](O)[C@H](O)[C@H](O1)CO D-(+)-Glucosamin hydrochlorid